1-((1R,2S)-1-hydroxy-2-((S)-5H-imidazo[5,1-a]isoindol-5-yl)-7-azaspiro[3.5]nonan-7-yl)-2-(1H-1,2,4-triazol-1-yl)propan-1-one O[C@@H]1[C@@H](CC12CCN(CC2)C(C(C)N2N=CN=C2)=O)[C@@H]2N1C(C3=CC=CC=C23)=CN=C1